C(CCCCCCCC)(=O)OCC(CCC(=O)OCC(C(=O)O)C)COC(CCCCCCCC)=O 2-(((5-(nonanoyloxy)-4-((nonanoyloxy)methyl)pentanoyl)oxy)methyl)propanoic acid